1-(2-fluorothieno[2,3-b]pyridin-6-yl)ethan-1-ol tert-butyl-9-amino-6,7-dichloro-10-(1H-pyrazol-4-yl)-3,4-dihydro-1H-pyrazino[1,2-a]indole-2-carboxylate C(C)(C)(C)C1N(CCN2C1=C(C=1C(=CC(=C(C21)Cl)Cl)N)C=2C=NNC2)C(=O)OC(C)C2=CC=C1C(=N2)SC(=C1)F